Cl(=O)(=O)(=O)[O-].FC(C(CC(C)=O)=O)(F)F.FC(C(CC(C)=O)=O)(F)F.[Cu+2].Cl(=O)(=O)(=O)[O-] copper bis(trifluoro-2,4-pentanedione) perchlorate